ethylene glycol decyl-acetate C(CCCCCCCCC)CC(=O)OCCO